4-amino-4-methyl-2-pentyne-1-al NC(C#CC=O)(C)C